methyl-6-{2-[11-(dimethylamino)icosyl]cyclopropyl}hexanoate COC(CCCCCC1C(C1)CCCCCCCCCCC(CCCCCCCCC)N(C)C)=O